C(C)(C)C1=CC(=NN1)C(=O)N1C[C@H]2C([C@H]2C1)C(=O)N1[C@@H](CCC1)C (5-isopropyl-1H-pyrazol-3-yl)((1R,5S,6r)-6-((R)-2-methylpyrrolidine-1-carbonyl)-3-azabicyclo[3.1.0]hexan-3-yl)methanone